methyl 3-((4-(4-(3-acrylamidophenoxy)-6-aminopyrimidin-5-yl)-1H-pyrazol-1-yl)methyl)benzoate C(C=C)(=O)NC=1C=C(OC2=NC=NC(=C2C=2C=NN(C2)CC=2C=C(C(=O)OC)C=CC2)N)C=CC1